FC=1C=C(C=CC1F)NC(NC1=CC=C(C=C1)C1=NN=C2N1C1=CC(=C(C=C1N=C2)OC)C(=O)N)=O 1-(4-(3-(3,4-difluorophenyl)ureido)phenyl)-7-methoxy-[1,2,4]triazolo[4,3-a]quinoxaline-8-carboxamide